2-(3-bromo-2-chlorophenyl)-6,7-dihydro-2H-pyrazolo[4,3-c]pyridine-5(4H)-carboxylic acid tert-butyl ester C(C)(C)(C)OC(=O)N1CC=2C(CC1)=NN(C2)C2=C(C(=CC=C2)Br)Cl